C(C)(CC)NC1=CC=C(C=C1)CC1=CC=C(NC2=CC=C(C=C2)CC2=CC=C(C=C2)NC(C)CC)C=C1 4-[(4-secondary butylaminophenyl)methyl]-N-[4-[(4-secondary butylaminophenyl)methyl]phenyl]aniline